6-chloro-3-(4-(trifluoromethoxy)phenoxy)pyridazine-4-carboxylic acid ClC1=CC(=C(N=N1)OC1=CC=C(C=C1)OC(F)(F)F)C(=O)O